8-Fluoro-5-[4-(5-fluoro-2,3-dihydrobenzofuran-7-yl)-2-hydroxy-4-methyl-2-trifluoromethyl-pentylamino]-2-methylquinoline FC=1C=CC(=C2C=CC(=NC12)C)NCC(CC(C)(C)C1=CC(=CC=2CCOC21)F)(C(F)(F)F)O